N-(4-(2-((6,6-dimethyl-2,4-dioxo-3-azabicyclo[3.1.0]hexan-3-yl)methyl)thieno[3,2-b]pyridin-7-yl)-2-methyl-6-(trifluoromethyl)pyridin-3-yl)azetidine-3-carboxamide CC1(C2C(N(C(C12)=O)CC1=CC2=NC=CC(=C2S1)C1=C(C(=NC(=C1)C(F)(F)F)C)NC(=O)C1CNC1)=O)C